The molecule is an oxopurine that is guanine with an oxo group at position 8 and a methyl substituent at position 7. It has a role as a metabolite. It is an oxopurine and a member of 2-aminopurines. It derives from a guanine. CN1C2=C(NC1=O)N=C(NC2=O)N